N-methyl-5-phenyl-4,5,6,7-tetrahydrobenzothiophen-5-amine CNC1(CCC2=C(C=CS2)C1)C1=CC=CC=C1